C1=CC=C2C(C=CC2=C1)O 1H-Indenol